FC=1C=C2C(=CC(=NC2=CC1)C1=CC=C(C=C1)C1=CC=C(C=C1)OC)C(=O)O 6-fluoro-2-(4'-methoxy-[1,1'-biphenyl]-4-yl)quinoline-4-carboxylic acid